methyl chlorocyclopenteneformate ClC1=C(CCC1)C(=O)OC